[5-(1,3-dioxo-1,3-dihydro-2H-isoindol-2-yl)-1,4-dimethyl-1H-pyrazol-3-yl]benzonitrile O=C1N(C(C2=CC=CC=C12)=O)C1=C(C(=NN1C)C1=C(C#N)C=CC=C1)C